(3R)-3-amino-5-[(4-chlorophenyl)methyl]-1,1-dioxo-7-[3-(2,2,2-trifluoroethyl)-1,2,4-oxadiazol-5-yl]-2,3-dihydropyrido[3,2-b][1,4]thiazepin-4-one N[C@@H]1C(N(C2=C(S(C1)(=O)=O)C=CC(=N2)C2=NC(=NO2)CC(F)(F)F)CC2=CC=C(C=C2)Cl)=O